FC1(C[C@H](CN(C1)C(=O)N1C=NC=C1)N1C(CC(CC1)C)=O)F (3'R)-5',5'-difluoro-1'-(1H-imidazole-1-carbonyl)-4-methyl[1,3'-bipiperidin]-2-one